methylenebis(diisoamyl-phenylene) diisocyanate C(C1=C(C(=C(C=C1)CCC(C)C)CCC(C)C)N=C=O)C1=C(C(=C(C=C1)CCC(C)C)CCC(C)C)N=C=O